ClC1=NC(=NC(=C1)Cl)S(=O)(=O)C 4,6-dichloro-2-(methylsulfonyl)pyrimidine